C(C)(=O)OCCN1N=C(C=2CCC=3C=NC(=NC3C21)NC2=C(C=CC(=C2)N2CCN(CC2)C)OC(F)(F)F)C(=O)OC methyl 1-(2-acetoxyethyl)-8-((5-(4-methylpiperazin-1-yl)-2-(trifluoromethoxy) phenyl) amino)-4,5-dihydro-1H-pyrazolo[4,3-H]quinazoline-3-formate